CN1N=C2C=C(C=CC2=C1C)N(C1=NC(=NC=C1)NC=1C=CC(=C(C1)S(=O)(=O)N)C)C 5-[[4-[(2,3-dimethylindazole-6-yl)-methyl-amino]pyrimidine-2-yl]amino]-2-methyl-benzenesulfonamide